6-((S)-2-(2-Chlorophenyl)pyrrolidin-1-yl)-2-methoxy-N-((R,E)-4-(methylsulfonyl)but-3-en-2-yl)nicotinamide ClC1=C(C=CC=C1)[C@H]1N(CCC1)C1=NC(=C(C(=O)N[C@H](C)\C=C\S(=O)(=O)C)C=C1)OC